4-methoxy-2-(2-methyl-4-(trifluoromethyl)phenyl)quinoline-7-carboxylic acid COC1=CC(=NC2=CC(=CC=C12)C(=O)O)C1=C(C=C(C=C1)C(F)(F)F)C